(3R,4R)-4-((7-(1H-pyrazol-4-yl)pyrrolo[2,1-f][1,2,4]triazin-2-yl)amino)-1-(methylsulfonyl)piperidin-3-ol N1N=CC(=C1)C1=CC=C2C=NC(=NN21)N[C@H]2[C@@H](CN(CC2)S(=O)(=O)C)O